C(C)(C)(C)OC(N[C@@H]1C2=CC=CC=C2CC12CCN(CC2)C2=NC(=C(C(=N2)N)C2=C(C(=CC=C2)Cl)Cl)C#N)=O ((1S)-1'-(4-amino-6-cyano-5-(2,3-dichlorophenyl)pyrimidin-2-yl)-1,3-dihydrospiro[indene-2,4'-piperidin]-1-yl)carbamic acid tert-butyl ester